benzyl-3-(2-(4-(benzyloxy)phenyl)-2-oxoethyl)-3-hydroxyindol-2-one C(C1=CC=CC=C1)C1=C2C(C(NC2=CC=C1)=O)(O)CC(=O)C1=CC=C(C=C1)OCC1=CC=CC=C1